FC1=C(C=CC(=C1)F)SSC methyl (2,4-difluorophenyl) disulfide